C(C)N(C=1C(=C(C(=O)OC)C=C(C1)N1CC2=CC=CC=C2C1)C)C1CCOCC1 methyl 3-(ethyl(tetrahydro-2H-pyran-4-yl)amino)-5-(isoindolin-2-yl)-2-methylbenzoate